[Si](C1=CC=CC=C1)(C1=CC=CC=C1)(C(C)(C)C)O[C@H]1C[C@H]([C@@H]2C[C@H]12)NC1=NC=C(C=N1)SC N-((1R,2R,4S,5S)-4-((tert-Butyldiphenylsilyl)oxy)bicyclo[3.1.0]hex-2-yl)-5-(methylsulfanyl)pyrimidin-2-amine